CN([Si]([Si](N(C)C)(C)C)(C)C)C 1,2-bis(dimethylamino)tetramethyldisilane